(4-vinylphenyl)methoxy-3-oxobutanoic acid C(=C)C1=CC=C(C=C1)COC(C(=O)O)C(C)=O